3-methylsulfonyl-propylamine hydrochloride Cl.CS(=O)(=O)CCCN